CC1=C(C=2N(N=C1N1CC=3C=C(C=NC3CC1)N1C3=C(OCC1)C=CC(=C3)F)C(=NN2)C(F)(F)F)C 4-(6-(7,8-dimethyl-3-(trifluoromethyl)-[1,2,4]triazolo[4,3-b]pyridazin-6-yl)-5,6,7,8-tetrahydro-1,6-naphthyridin-3-yl)-6-fluoro-3,4-dihydro-2H-benzo[b][1,4]oxazine